CC1=C2C(C(=O)NC2=O)=CC=C1 mono-methylphthalimide